FC(C1=CC=C(C=C1)C=1NC(=CC1CCC(=O)O)C1=CC=C(C=C1)C(F)(F)F)(F)F 3-(2,5-bis(4-(trifluoromethyl)phenyl)-1H-pyrrol-3-yl)propanoic acid